C(C1=CC=CC=C1)OC(=O)NC1=C(C(=O)O)C=C(C=C1)C1=CC2=C(N(C[C@H](N(S2(=O)=O)C)C2CCCCC2)C2=CC=CC=C2)C=C1F (R)-2-(((benzyloxy)carbonyl)amino)-5-(3-cyclohexyl-7-fluoro-2-methyl-1,1-dioxido-5-phenyl-2,3,4,5-tetrahydrobenzo[f][1,2,5]thiadiazepin-8-yl)benzoic acid